tert-butyl (3R,4S)-4-((7-(1-(1-ethoxyethyl)-1H-pyrazol-4-yl)-8-isopropoxy-[1,2,4]triazolo[1,5-c]pyrimidin-2-yl)amino)-3-methylpiperidine-1-carboxylate C(C)OC(C)N1N=CC(=C1)C1=C(C=2N(C=N1)N=C(N2)N[C@@H]2[C@@H](CN(CC2)C(=O)OC(C)(C)C)C)OC(C)C